(3'R,11a'S)-N-(2,4-difluorophenyl)-6'-hydroxy-3'-methyl-5',7'-dioxo-5',7',11',11a'-tetrahydro-3'H-spiro[cyclohexane-1,2'-oxazolo[3,2-a]pyrido[1,2-d]pyrazine]-8'-Formamide FC1=C(C=CC(=C1)F)NC(=O)C=1C(C(=C2N(C[C@H]3N(C2=O)[C@@H](C2(O3)CCCCC2)C)C1)O)=O